2-[3-(3-bromophenyl)ureido]-4-trifluoromethoxybenzamide BrC=1C=C(C=CC1)NC(NC1=C(C(=O)N)C=CC(=C1)OC(F)(F)F)=O